3-(2,6-diisopropylphenyl)imidazo[1,2-f]phenanthridin-11-ol C(C)(C)C1=C(C(=CC=C1)C(C)C)C1=CN=C2N1C=1C=CC=CC1C=1C=CC(=CC21)O